Benzyl (2-((S)-2-((S)-2-amino-3-phenylpropanamido)-3-phenylpropanamido)ethyl)carbamate N[C@H](C(=O)N[C@H](C(=O)NCCNC(OCC1=CC=CC=C1)=O)CC1=CC=CC=C1)CC1=CC=CC=C1